C(CCCCCCC)[Si](OC)(OC)OC n-Octyltrimethoxysilan